O(C1=CC=C(C=C1)C1=C(C(C(=C1C1=CC=CC=C1)C1=CC=CC=C1)=O)C1=CC=CC=C1)C1=CC=C(C=C1)C1=C(C(C(=C1C1=CC=CC=C1)C1=CC=CC=C1)=O)C1=CC=CC=C1 3,3'-(oxybis-1,4-phenylene)bis(2,4,5-triphenylcyclopentadienone)